3,3-di-t-butyl-9,9-bis(4-bromophenyl)-9H-fluorene C(C)(C)(C)C1(CC=C2C(C3=CC=CC=C3C2=C1)(C1=CC=C(C=C1)Br)C1=CC=C(C=C1)Br)C(C)(C)C